Cl.N1=C(N=CC=C1)[C@H](C)N |o1:7| (S*)-1-(pyrimidin-2-yl)ethanamine hydrochloride